ClC1=NC=C(C(=N1)C=1C=NN(C1)[C@@H](C(C)(O)C)C)C(F)(F)F (R)-3-(4-(2-chloro-5-(trifluoromethyl)pyrimidin-4-yl)-1H-pyrazol-1-yl)-2-methylbutan-2-ol